C(C)N1C=C(C(C2=CC(=C(N=C12)N1CCN(CC1)C)F)=O)C(C=CC1=CC(=C(C(=C1)OC)OC)OC)=O 1-ethyl-6-fluoro-7-(4-methylpiperazin-1-yl)-3-(3,4,5-trimethoxycinnamoyl)-[1,8]naphthyridin-4(1H)-one